tri-iso-butyl-aluminium C(C(C)C)[Al](CC(C)C)CC(C)C